C(C)(C)(C)OC(NC1CNCCOC1)=O N-(1,4-oxazepan-6-yl)carbamic acid tert-butyl ester